OC1C(CCC(C1O)=O)=O 1,6-dihydroxy-2,5-dioxocyclohexane